FC(C(=O)O)(F)F.FC1=C(C=C(C=C1)F)C1=C(C(=NC=C1)N1C[C@H](CC1)F)NC(=O)C1CCNCC1 (S)-N-(4-(2,5-difluorophenyl)-2-(3-fluoropyrrolidin-1-yl)pyridin-3-yl)piperidine-4-carboxamide trifluoroacetate